ClC1=C(C=C(C=C1)C1=C(N(C2=NC(=CC=C21)C(=O)N2C(CN(CC2)C2=NC(=C(C(=O)O)C(=C2)C)C)(C)C)CC(C)C)C)F 6-(4-(3-(4-chloro-3-fluorophenyl)-1-isobutyl-2-methyl-1H-pyrrolo[2,3-b]pyridine-6-carbonyl)-3,3-dimethylpiperazin-1-yl)-2,4-dimethylnicotinic acid